C(N)(OC1=CC(=CC(=C1)C(F)(F)F)[C@@H](C)NC1=NC(=NC2=CC(=C(C=C12)OCCOC)N1CCNCC1)C)=O (R)-(3-(1-((6-(2-methoxyethoxy)-2-methyl-7-(piperazin-1-yl) quinazolin-4-yl) amino) ethyl)-5-(trifluoromethyl) phenyl) carbamate